5-(2-Fluoro-6-hydroxy-4-(1H-pyrazolo[4,3-b]pyridin-3-yl)phenyl)-1,2,5-thiadiazolidin-3-one 1,1-dioxide FC1=C(C(=CC(=C1)C1=NNC=2C1=NC=CC2)O)N2CC(NS2(=O)=O)=O